NC1=NC=CC(=C1Cl)OC=1C=NC(=NC1)NC(=O)C1=NN(C=C(C1=O)C1=CC=C(C=C1)F)C(C)C N-(5-((2-amino-3-chloropyridin-4-yl)oxy)pyrimidin-2-yl)-5-(4-fluorophenyl)-1-isopropyl-4-oxo-1,4-dihydropyridazine-3-carboxamide